(R)-N-(3,3-Difluoro-1-methylpiperidin-4-yl)-5-(3-(2,2-difluoroethyl)-2-methyl-3H-imidazo[4,5-b]pyridin-5-yl)pyrrolo[2,1-f][1,2,4]triazin-2-amine FC1(CN(CC[C@H]1NC1=NN2C(C=N1)=C(C=C2)C2=CC=C1C(=N2)N(C(=N1)C)CC(F)F)C)F